C=C1COC2=C1C=CC=C2 3-methylene-2,3-dihydrobenzofuran